[(1R)-2-Methoxy-1-phenyl-ethyl]amino-4-(1,5-naphthyridin-2-ylmethylene)-1H-imidazol-5-one COC[C@@H](C1=CC=CC=C1)NN1C=NC(C1=O)=CC1=NC2=CC=CN=C2C=C1